C(#N)C=1C(=NC2=CC(=CC=C2C1C1=C(C=CC=C1)F)C1=C(N=CS1)COC)N1CC2(CN(C2)C(=O)OC(C)(C)C)CC1 tert-butyl 6-(3-cyano-4-(2-fluorophenyl)-7-(4-(methoxymethyl) thiazol-5-yl) quinolin-2-yl)-2,6-diazaspiro[3.4]octane-2-carboxylate